5-(4,4,5,5-tetramethyl-1,3,2-dioxaborolan-2-yl)-1-[2-(trimethylsilyl)ethoxy]methyl-1H-pyrazole CC1(OB(OC1(C)C)C1=CC=NN1COCC[Si](C)(C)C)C